C(C)(C)(C)P(CC=CC)C(C)(C)C di-t-butyl-(2-butenyl)phosphine